C(C)N(N(C(=O)O[C@H]1C[C@H](CC1)C1=CC(=NN1)NC(COC1=C(C(=CC(=C1)OC)O)C=O)=O)C)CC (1R,3S)-3-(3-(2-(2-formyl-3-hydroxy-5-methoxyphenoxy)acetamido)-1H-pyrazol-5-yl)cyclopentyl 2,2-diethyl-1-methylhydrazine-1-carboxylate